2-methyl-5,11-dioxo-6,12-bis(p-tolyloxycarbonyloxy)naphthonaphthalene CC=1C=CC2=C3C(C(C(=C2C1)OC(=O)OC1=CC=C(C=C1)C)=O)=C1C=CC=CC1=C(C3=O)OC(=O)OC3=CC=C(C=C3)C